butyric acid (R)-oxiran-2-ylmethyl ester O1[C@H](C1)COC(CCC)=O